ethyl 7-[2-[[(E)-3-[4-(trifluoromethyl)phenyl]prop-2-enoyl]amino]acetyl]-6,8-dihydro-5H-imidazo[1,2-a]pyrazine-2-carboxylate FC(C1=CC=C(C=C1)/C=C/C(=O)NCC(=O)N1CC=2N(CC1)C=C(N2)C(=O)OCC)(F)F